N-(3-(cyclopentylsulfonyl)phenyl)-6-(3-hydroxyazetidin-1-yl)-2-(6-azaspiro[2.5]octan-6-yl)nicotinamide C1(CCCC1)S(=O)(=O)C=1C=C(C=CC1)NC(C1=C(N=C(C=C1)N1CC(C1)O)N1CCC2(CC2)CC1)=O